trans-3,5-octadien-2-one CC(\C=C\C=CCC)=O